C(C)(C)(C)NC(C(CC)OCCCC\C=C/C\C=C/C\C=C/C\C=C/C\C=C/CC)=O N-(tert-butyl)-2-(((5Z,8Z,11Z,14Z,17Z)-icosa-5,8,11,14,17-pentaen-1-yl)oxy)butanamide